2-(5-chlorothieno[3,2-b]furan-2-yl)-N-((1r,2r)-1-(2,3-dihydrobenzo[b][1,4]dioxin-6-yl)-1-hydroxy-3-(pyrrolidin-1-yl)propan-2-yl)-2,2-difluoroacetamide ClC1=CC=2OC(=CC2S1)C(C(=O)N[C@@H]([C@H](O)C1=CC2=C(OCCO2)C=C1)CN1CCCC1)(F)F